4-methylenetetrahydrofuran-3-acetate C=C1C(COC1)CC(=O)[O-]